2-[1-[6-Methyl-2-(2-methylimidazo[1,2-b]pyridazin-6-yl)-4-oxo-chromen-8-yl]ethylamino]benzoic acid CC=1C=C2C(C=C(OC2=C(C1)C(C)NC1=C(C(=O)O)C=CC=C1)C=1C=CC=2N(N1)C=C(N2)C)=O